CC1=C(C=CC=C1C)NC1=CC=C(C=C1)NC1=CC=CC=C1 N-(2,3-dimethylphenyl)-N'-phenyl-1,4-phenylenediamine